cobalt (hexacyanocobalt) C(#N)[Co](C#N)(C#N)(C#N)(C#N)C#N.[Co]